OC(C(=O)O)CCCCCCCCCCCCCCCCCCCCCCCCCCCC α-hydroxytriacontanoic acid